(S)-4-(8-fluoro-7-methyl-imidazo[1,2-a]pyridin-3-yl)-7-((5-(3-hydroxytetra-hydrofuran-3-yl)pyridin-2-yl)amino)isoindolin-1-one FC=1C=2N(C=CC1C)C(=CN2)C2=C1CNC(C1=C(C=C2)NC2=NC=C(C=C2)[C@@]2(COCC2)O)=O